ClC1=CC=C(C=C1)C=1C=C(C(N(N1)C1=CC(=CC=C1)F)=O)C(=O)NC[C@H](CO)C 6-(4-chlorophenyl)-2-(3-fluorophenyl)-N-[(2R)-3-hydroxy-2-methylpropyl]-3-oxo-2,3-dihydropyridazine-4-carboxamide